rel-(3S)-1-[2-(4-chloro-2-hydroxy-6-methyl-phenyl)-1-methyl-imidazo[4,5-b]pyrazin-5-yl]-3-methyl-pyrrolidin-3-ol ClC1=CC(=C(C(=C1)C)C1=NC=2C(=NC=C(N2)N2C[C@](CC2)(O)C)N1C)O |o1:18|